di-azirine N1N=C1